(3-(4,6-dimethylpyrimidin-5-yl)-4-(2-(pyrrolidin-1-yl)ethoxy)phenyl)cyclopropanecarboxamide CC1=NC=NC(=C1C=1C=C(C=CC1OCCN1CCCC1)C1(CC1)C(=O)N)C